5-amino-3-bromo-1-(1,3-difluoropropan-2-yl)-1H-pyrazole-4-carbonitrile NC1=C(C(=NN1C(CF)CF)Br)C#N